C(#N)N1[C@H]([C@@H](C1)N1C(N(C2=CC=C(C=C2C1=O)S(=O)(=O)NC1(CC1)C)CC1CC1)=O)C trans-3-(1-cyano-2-methylazetidin-3-yl)-1-(cyclopropylmethyl)-N-(1-methylcyclopropyl)-2,4-dioxo-1,2,3,4-tetrahydroquinazoline-6-sulfonamide